methyl (R)-2-(6-(1-((tert-butoxycarbonyl)amino)ethyl)-1H-pyrrolo[2,3-b]pyridin-2-yl)-1-cyclopropyl-7-fluoro-1H-benzo[d]imidazole-5-carboxylate C(C)(C)(C)OC(=O)N[C@H](C)C1=CC=C2C(=N1)NC(=C2)C2=NC1=C(N2C2CC2)C(=CC(=C1)C(=O)OC)F